The molecule is a diterpene alkaloid of group of neo-clerodanes isolated from the whole plants of Scutellaria barbata and has been shown to exhibit neoplastic activity. It has a role as a metabolite and an antineoplastic agent. It is a benzoate ester, a butenolide, a diterpene alkaloid and a pyridine alkaloid. C[C@]1([C@H]2CC[C@@H](C(=C)[C@@]2([C@H]([C@@H]([C@]1(C)O)OC(=O)C3=CC=CC=C3)OC(=O)C4=CN=CC=C4)C)O)/C=C/C5=CC(=O)OC5